3-glycidyloxypropyldimethylethoxysilane C(C1CO1)OCCC[Si](OCC)(C)C